[In+3].C(C=C)(=O)[O-].C(C=C)(=O)[O-].C(C=C)(=O)[O-] acrylic acid indium salt